N-(3-(chloromethyl)phenyl)-2-(4-chlorophenyl)acetamide ClCC=1C=C(C=CC1)NC(CC1=CC=C(C=C1)Cl)=O